[1,1'-biphenyl]-4,4'-diylbis(ethene-2,1-diyl)dibenzenesulfonate C1(=CC=C(C=C1)C=CC1(CC=CC=C1)S(=O)(=O)[O-])C1=CC=C(C=C1)C=CC1(CC=CC=C1)S(=O)(=O)[O-]